bis(di-t-butyl-(4-dimethylaminophenyl)phosphino)palladium dichloride C(C)(C)(C)P(C1=CC=C(C=C1)N(C)C)(C(C)(C)C)[Pd](P(C(C)(C)C)(C(C)(C)C)C1=CC=C(C=C1)N(C)C)(Cl)Cl